(2S,6R)-4-(tert-Butoxycarbonyl)-6-((tert-butyldimethylsilyl)oxy)-1,4-oxazepane-2-carboxylic acid C(C)(C)(C)OC(=O)N1C[C@H](OC[C@@H](C1)O[Si](C)(C)C(C)(C)C)C(=O)O